O1C[C@H](CC1)COC=1C=C(C=CC1)C1(CCOCC1)C(=O)N[C@@H](C)C1=CC=C(C(=O)OC)C=C1 Methyl 4-[(1S)-1-[[4-[3-[[(3S)-tetrahydrofuran-3-yl]methoxy]phenyl]tetrahydropyran-4-carbonyl]amino]ethyl]benzoate